C1(=CC=CC=C1)C=1C(=C(C=2CC3=CC=CC=C3C2C1)N(C1=C(C=CC=C1)C1=CC=CC=2OC3=C(C21)C=CC=C3)C3=C(C=CC=C3)C3=CC=CC=C3)C3=CC=CC=C3 (diphenylfluorenyl)(biphenylyl)(dibenzofuranylphenyl)amine